C1(CCCC1)CC(=O)NC=1C=C(C(=NC1)C)NC(=O)C=1C=C2C(=NC1)NC(=C2)C=2C=NN(C2)C N-(5-(2-cyclopentylacetamido)-2-methylpyridin-3-yl)-2-(1-methyl-1H-pyrazol-4-yl)-1H-pyrrolo[2,3-b]pyridine-5-carboxamide